COC(=O)C1=CC=C(C=C1)C1(CC1)NC(=O)[C@@H]1N(CCOC1)C(=O)OC(C)(C)C tert-butyl (R)-3-((1-(4-(methoxycarbonyl)phenyl)cyclopropyl) carbamoyl)morpholine-4-carboxylate